methyl 2-((3,3-difluorocyclobutyl)methyl)-7-methyl-2H-indazole-3-carboxylate FC1(CC(C1)CN1N=C2C(=CC=CC2=C1C(=O)OC)C)F